C(#N)C1=C(C=CC(=C1)C(F)(F)F)N1CCC(CC1)(C(=O)N[C@H]1CN(CC1)C)C=1C=NC(=CC1)C1=CC(=CC(=C1)F)F 1-[2-cyano-4-(trifluoromethyl)phenyl]-4-[6-(3,5-difluorophenyl)pyridin-3-yl]-N-[(3R)-1-methylpyrrolidin-3-yl]piperidine-4-carboxamide